(4-(6,7-dimethoxyquinazolin-4-ylamino)phenyl)methylboronic acid COC=1C=C2C(=NC=NC2=CC1OC)NC1=CC=C(C=C1)CB(O)O